propane mesylate S(C)(=O)(=O)O.CCC